BrCCCCCCO[Si](OC(OCCCCCCCC\C=C/C\C=C/CCCCC)CCCCCCC\C=C/C\C=C/CCCCC)(C)C (20Z,23Z)-1-bromo-10-((8Z,11Z)-heptadeca-8,11-dien-1-yl)-8,8-dimethyl-7,9,11-trioxa-8-silanonacosa-20,23-diene